FC(C1=NC(=CC(=N1)N1CC2(C=3C=NC(=CC31)NC(C)=O)CC2)C)F N-(1'-(2-(difluoromethyl)-6-methylpyrimidin-4-yl)-1',2'-dihydrospiro[cyclopropane-1,3'-pyrrolo[3,2-c]pyridin]-6'-yl)acetamide